N-benzyl-(9Z,12Z)-linoleamide C(C1=CC=CC=C1)NC(CCCCCCC\C=C/C\C=C/CCCCC)=O